FC=1C(=C(C(=CC1)[N+](=O)[O-])C1=CCC2(OCCO2)CC1)C 8-(3-fluoro-2-methyl-6-nitrophenyl)-1,4-dioxaspiro[4.5]dec-7-ene